(R)-(4-fluorophenyl)(8-methyl-3-(thiazolo[4,5-d]pyrimidin-2-yl)-5,6-dihydro-[1,2,4]triazolo[4,3-a]pyrazin-7(8H)-yl)methanone FC1=CC=C(C=C1)C(=O)N1[C@@H](C=2N(CC1)C(=NN2)C=2SC1=C(N=CN=C1)N2)C